COC(N[C@H](C(=O)NC=1C(N(C(=CC1)Cl)CC1=NC2=C(N1)C=CC=C2CC(C)C)=O)CC\C=C\C(=O)N(C)C)=O Methyl-(S,E)-(1-((6-chloro-1-((4-isobutyl-1H-benzo[d]imidazol-2-yl)methyl)-2-oxo-1,2-dihydropyridin-3-yl)amino)-7-(dimethylamino)-1,7-dioxohept-5-en-2-yl)carbamat